C1(=CC=C(C=C1)C=CC(=O)C1=CC=C(C=C1)O)C=CC(=O)C1=CC=C(C=C1)O 3,3''-(1,4-Phenylene)bis(4'-hydroxyacrylophenone)